FC=1C=CC(=C(C1)B(O)O)O (5-fluoro-2-hydroxyphenyl)-boronic acid